O=C1N(C=CC2=CC(=CC=C12)N1CCNCC1)C1C(NC(CC1)=O)=O 3-(1-oxo-6-piperazin-1-yl-2-isoquinolinyl)piperidine-2,6-dione